ClC1=NC=C2N(C(N(C2=N1)C1C2CC(CC1CC2)O)=O)C 2-chloro-9-(3-hydroxybicyclo[3.2.1]oct-8-yl)-7-methyl-7,9-dihydro-8H-purin-8-one